FC(C1=NN(C=C1NC(=O)C=1C=NN2C1N=C(C=C2)N2CCS(CC2)(=O)=O)C2CCN(CC2)C(=O)OC(C)(C)C)F tert-butyl 4-(3-(difluoromethyl)-4-(5-(1,1-dioxothiomorpholinyl)pyrazolo[1,5-a]pyrimidine-3-carboxamido)-1H-pyrazol-1-yl)piperidine-1-carboxylate